methyl 2-(4-cyclopropoxy-6-cyclopropyl-1-oxophthalazin-2(1H)-yl)acetate C1(CC1)OC1=NN(C(C2=CC=C(C=C12)C1CC1)=O)CC(=O)OC